COC=1C=CC(=C(C1)CC(N)([2H])[2H])OC([2H])([2H])[2H] 2-(5-methoxy-2-(methoxy-d3)phenyl)ethan-1,1-d2-1-amine